FC1=CC=C(OC=2C=CC(=NC2)NC([C@H](C)N2CC(N(CC2)C(C2=CC=NC=C2)=O)(C)C)=O)C=C1 (S)-N-(5-(4-fluorophenoxy)pyridin-2-yl)-2-(4-isonicotinoyl-3,3-dimethylpiperazin-1-yl)propanamide